C(C)(C)(C)OC(=O)N1C=C2C(C=C1)=NC=N2 5H-imidazo[4,5-c]pyridine-5-carboxylic acid tert-butyl ester